methyl 1-methyl-5-[1-[4-(trifluoromethoxy)phenyl]cyclopropanecarbonyl]-4,6-dihydropyrrolo[3,4-c]pyrazole-4-carboxylate CN1N=CC2=C1CN(C2C(=O)OC)C(=O)C2(CC2)C2=CC=C(C=C2)OC(F)(F)F